[N+](=O)([O-])C=1C(=C2CCC(C2=CC1)OP(=O)(N1CC1)N1CC1)OC1=CC=C(C=C1)C1=NC=CC=C1 Di(aziridin-1-yl)phosphinic acid 5-nitro-4-(4-(pyridin-2-yl) phenoxy)-2,3-dihydro-1H-inden-1-yl ester